(2S)-3-[8-(2-chlorophenyl)-7-(4-chlorophenyl)-3-[(1,1-dioxo-1λ6-thian-4-yl)methyl]-2,6-dioxopurin-1-yl]-2-methylpropanamide ClC1=C(C=CC=C1)C1=NC=2N(C(N(C(C2N1C1=CC=C(C=C1)Cl)=O)C[C@@H](C(=O)N)C)=O)CC1CCS(CC1)(=O)=O